7-methyl-4-morpholino-2-(3-phenylpyrazol-1-yl)-6-(3-pyridyl)furo[3,2-d]pyrimidine CC1=C(OC2=C1N=C(N=C2N2CCOCC2)N2N=C(C=C2)C2=CC=CC=C2)C=2C=NC=CC2